C(C)(C)C=1C(=CC2=C(N(C(N2)=O)C2CCC(CC2)NCCOC)C1)C=1C(=C(C=2N(C1)N=CN2)OC)C 6-Isopropyl-5-(8-methoxy-7-methyl-[1,2,4]triazolo[1,5-a]pyridin-6-yl)-1-(4-((2-methoxyethyl)amino)cyclohexyl)-1,3-dihydro-2H-benzo[d]imidazol-2-on